NC1(CCN(CC1)C1=NC(=C(C(=N1)C(=O)N)C1=C(C(=CC=C1)Cl)Cl)O)C 2-(4-amino-4-methyl-piperidin-1-yl)-5-(2,3-dichloro-phenyl)-6-hydroxy-pyrimidine-4-carboxylic acid amide